ClC1=C(C=C2C(C(=CN(C2=N1)C1=C(C=CC=C1F)F)C(=O)OCC)=O)F ethyl 7-chloro-1-(2,6-difluorophenyl)-6-fluoro-4-oxo-1,4-dihydro-1,8-naphthyridine-3-carboxylate